Ethyl 2-(2-((2-chloro-2'-methyl-[1,1'-biphenyl]-3-yl)methoxy)-7,8-dihydro-1,6-naphthyridin-6(5H)-yl)acetate ClC1=C(C=CC=C1COC1=NC=2CCN(CC2C=C1)CC(=O)OCC)C1=C(C=CC=C1)C